(Z)-6-hydroxy-6-methyl-3,8-diphenyloctan-2-en-4,7-diyne-1-al OC(C#C\C(=C/C=O)\C1=CC=CC=C1)(C#CC1=CC=CC=C1)C